NC=1C=C(C=C(C1)CN1CCN(CC1)C)C(C#N)(C)C 2-(3-amino-5-((4-methylpiperazin-1-yl)methyl)phenyl)-2-methylpropionitrile